CC(COC[Mg]Cl)(C)C (2,2-Dimethylpropanoxymethyl)magnesium chloride